tert-butyl N-[3-(4-bromoindazol-2-yl)propyl]carbamate BrC=1C2=CN(N=C2C=CC1)CCCNC(OC(C)(C)C)=O